IC=1C=C(C(=O)N([C@@H](C)C2=NC=CN=C2C2=NC=CN=C2)C)C=C(C1)C(F)(F)F 3-iodo-N-methyl-N-[(1S)-1-(3-pyrazin-2-ylpyrazin-2-yl)ethyl]-5-(trifluoromethyl)benzamide